rac-tert-butyl (R)-4-(3-(2,4-dioxotetrahydropyrimidin-1(2H)-yl)-1-methyl-1H-indazol-6-yl)-2-isopropylpiperazine-1-carboxylate O=C1N(CCC(N1)=O)C1=NN(C2=CC(=CC=C12)N1C[C@H](N(CC1)C(=O)OC(C)(C)C)C(C)C)C |r|